CN1CCN(CC1)C1=C(C=C(C=C1)S(=O)(=O)N1C2=CC=CC=C2C=2C(CCCC12)=O)[N+](=O)[O-] 9-((4-(4-Methylpiperazin-1-yl)-3-nitrophenyl)sulphonyl)-1,2,3,9-tetrahydro-4H-carbazol-4-one